3-[(1S,3R)-3-(tert-butoxycarbonylamino)cyclohexyl]-6-chloro-[1,2,4]triazolo[4,3-a]pyridine-7-carboxylic acid C(C)(C)(C)OC(=O)N[C@H]1C[C@H](CCC1)C1=NN=C2N1C=C(C(=C2)C(=O)O)Cl